CN=S(=O)(C)C=1C=C(C=CC1)N1C(C=CC(=C1)C(F)(F)F)OC1=C(C=C(C=C1)F)C N-[3-(N,S-dimeth-ylsulfonimidoyl)-phenyl]-2-(4-fluoro-2-methylphenoxy)-5-(trifluoromethyl)-pyridine